3-chloro-5-(4-chlorophenyl)-4-(2,6-difluoro-phenyl)-6-methylpyridazine ClC=1N=NC(=C(C1C1=C(C=CC=C1F)F)C1=CC=C(C=C1)Cl)C